3-(difluoromethyl)-1-methyl-N-(1-(2-(2-(trifluoromethyl)pyridin-4-yl)pyrimidin-5-yl)cyclopropyl)-1H-pyrazole-5-carboxamide FC(C1=NN(C(=C1)C(=O)NC1(CC1)C=1C=NC(=NC1)C1=CC(=NC=C1)C(F)(F)F)C)F